((6-(1-(tert-butoxycarbonyl)piperidin-4-yl)pyridin-2-yloxy)methyl)-3-fluoro-benzoic acid C(C)(C)(C)OC(=O)N1CCC(CC1)C1=CC=CC(=N1)OCC1=C(C(=O)O)C=CC=C1F